(ethyl) (trifluoromethyl) carbonate C(OCC)(OC(F)(F)F)=O